N-(7-(difluoromethoxy)-1-(prop-2-yn-1-yl)-1H-pyrazolo[4,3-b]pyridin-3-yl)-4-fluorobenzamide FC(OC1=C2C(=NC=C1)C(=NN2CC#C)NC(C2=CC=C(C=C2)F)=O)F